5-[(1S)-1-methoxyethyl]-1-(pyridin-2-yl)-1H-pyrazol-4-amine CO[C@@H](C)C1=C(C=NN1C1=NC=CC=C1)N